tert-Butyl (6S)-2-(tert-butylamino)-6-ethyl-5,6,7,9-tetrahydro-8H-pyrido[2,3-c]azepine-8-carboxylate C(C)(C)(C)NC=1C=CC2=C(CN(C[C@H](C2)CC)C(=O)OC(C)(C)C)N1